COC=1C=C(C=CC1OC)C=1N=C2N(C(C1)=O)C=C(C=C2C)C=2CCN(CC2)CC 2-(3,4-dimethoxyphenyl)-7-(1-ethyl-1,2,3,6-tetrahydropyridin-4-yl)-9-methyl-4H-pyrido[1,2-a]pyrimidin-4-one